5-amino-6-chloro-3-ethylpyrimidine-2,4(1H,3H)-dione NC=1C(N(C(NC1Cl)=O)CC)=O